N1=CC(=CC=C1)C1=CC=2C=NC(=CC2N1)NC(C)=O N-(2-(pyridin-3-yl)-1H-pyrrolo[3,2-c]pyridin-6-yl)acetamide